C(C)OC(C(C)NC=1C=C(C(=O)OC)C=CC1[N+](=O)[O-])=O methyl 3-((1-ethoxy-1-oxopropan-2-yl)amino)-4-nitrobenzoate